(6-chloro-5-ethyl-pyridazin-3-yl)-[(3R)-3-piperidinyl]amine ClC1=C(C=C(N=N1)N[C@H]1CNCCC1)CC